(2R,3S,E)-3-hydroxy-1-(3-methyl-4-(2-(2-methylbiphenyl-3-yl)ethenyl)benzyl)piperidine-2-carboxamide O[C@@H]1[C@@H](N(CCC1)CC1=CC(=C(C=C1)\C=C\C=1C(=C(C=CC1)C1=CC=CC=C1)C)C)C(=O)N